tert-butyl-3-mercaptoazetidin-1-carboxylate C(C)(C)(C)OC(=O)N1CC(C1)S